C(CCCC=CCCC=CCC=CCCCCCCC)(=O)O 5,9,12-eicosatrienoic acid